prenyl-(1,3,5-trihydroxy-2-prenylxanthone) C(C=C(C)C)C1=C(C(=C(C=2C(C3=CC=CC(=C3OC12)O)=O)O)CC=C(C)C)O